C1(CCC1)C1=CC=C(C=C1)NC(C1=C(C=CC(=C1)S(N(C)C)(=O)=O)SC1=NN=NN1C)=O N-(4-cyclobutylphenyl)-5-(dimethylsulfamoyl)-2-[(1-methyl-1H-tetrazol-5-yl)sulfanyl]benzamide